4-chloro-2-({3-[2-(4-chlorophenyl)ethyl]-1,2,4-oxadiazol-5-yl}methyl)-5-(methoxymethyl)-2,3-dihydropyridazin-3-one ClC=1C(N(N=CC1COC)CC1=NC(=NO1)CCC1=CC=C(C=C1)Cl)=O